C(CCCCCCCCCCCCCCCCC)(=O)[O-].C(CCCCCCCCCCCCCCCCC)(=O)[O-].[CH2-]C(=O)C acetonide distearate